C(C)(C)(C)[S@@](=O)\N=C\1/C=2C(=NC=C(C2)COC2OCCCC2)CC12CCN(CC2)C(=O)OC(C)(C)C tert-butyl (5Z)-5-[(R)-tert-butylsulfinyl]imino-3-(tetrahydropyran-2-yloxymethyl)spiro[7H-cyclopenta[b]pyridine-6,4'-piperidine]-1'-carboxylate